OC(CC1=CC=C(C=N1)C1=NN2C(O[C@@H](CC2)C)=C1C(=O)N[C@@H]1C(NC2=C(C(=N1)C1=CC=CC=C1)C=CC=C2F)=O)C (5R)-2-[6-(2-hydroxypropyl)pyridin-3-yl]-5-methyl-N-[(3S)-9-fluoro-2-oxo-5-phenyl-1,3-dihydro-1,4-benzodiazepine-3-yl]-6,7-dihydro-5H-pyrazolo[5,1-b][1,3]Oxazine-3-carboxamide